N-([1,1'-biphenyl]-4-yl)-7,7-dimethyl-7H-benzo[c]fluorene-5-amine C1(=CC=C(C=C1)NC1=CC=2C(C=3C=CC=CC3C2C2=C1C=CC=C2)(C)C)C2=CC=CC=C2